(S)-N-benzyl-2-((6-(6-methoxypyridin-3-yl)quinazolin-4-yl)amino)propanamide C(C1=CC=CC=C1)NC([C@H](C)NC1=NC=NC2=CC=C(C=C12)C=1C=NC(=CC1)OC)=O